(2-(4-(4-(3-(2,4-dihydroxy-5-isopropylphenyl)-5-((2,2,2-trifluoroethyl) carbamoyl)-4H-1,2,4-triazol-4-yl) benzyl) piperazin-1-yl) acetyl)-L-histidyl-L-valinate 2,2,2-trifluoroacetate FC(C(=O)O)(F)F.OC1=C(C=C(C(=C1)O)C(C)C)C1=NN=C(N1C1=CC=C(CN2CCN(CC2)CC(=O)N[C@@H](CC2=CNC=N2)C(=O)N[C@@H](C(C)C)C(=O)O)C=C1)C(NCC(F)(F)F)=O